1-(2-cyanoethyl)-3-(1H-indol-3-yl)-4-oxo-4H-pyrido[1,2-a]pyrimidinium C(#N)CC[N+]1=C2N(C(C(=C1)C1=CNC3=CC=CC=C13)=O)C=CC=C2